2-[1-[6-Methyl-4-oxo-2-(1-phenylcyclopropyl)chromen-8-yl]ethylamino]benzoic acid CC=1C=C2C(C=C(OC2=C(C1)C(C)NC1=C(C(=O)O)C=CC=C1)C1(CC1)C1=CC=CC=C1)=O